6-(2-oxo-2,3-dihydro-1H-imidazo[4,5-b]pyridin-6-yl)-4-((1-phenylethyl)amino)quinoline-3-carbonitrile O=C1NC=2C(=NC=C(C2)C=2C=C3C(=C(C=NC3=CC2)C#N)NC(C)C2=CC=CC=C2)N1